O=C1NC(CC[C@@H]1NC(OC(C)(C)C)=O)=O (S)-tert-butyl (2,6-dioxopiperidin-3-yl)carbamate